FC(C(=O)O)(F)F.CC1CN(C=2C=CC3=C(C12)C=CC=C3C(F)(F)F)C(N)=N 1-Methyl-6-(trifluoromethyl)-1,2-dihydro-3H-benzo[e]indole-3-carboximidamide 2,2,2-trifluoroacetic acid salt